(E)-6-(4-(2-(5-cyclopropyl-3-(2,6-dichlorophenyl)isoxazol-4-yl)vinyl)piperidin-1-yl)pyridine-2-carboxylic acid C1(CC1)C1=C(C(=NO1)C1=C(C=CC=C1Cl)Cl)/C=C/C1CCN(CC1)C1=CC=CC(=N1)C(=O)O